Cl.FC1=NC=CC=2C(=CC=CC12)NC1CCNCC1 fluoro-N-(piperidin-4-yl)isoquinolin-5-amine hydrochloride